2-cyclobutyl-6-[(2S)-1-methoxypropan-2-yl]-6,7-dihydro-4H-pyrazolo[1,5-a]pyrrolo[3,4-d]pyrimidine C1(CCC1)C1=NN2C(NC=3C(=C2)CN(C3)[C@H](COC)C)=C1